N1CCC(CC1)CC(=O)N1CCC(CC1)C1=CC=C(NN2C(CCCC2=O)=O)C=C1 [4-[1-[2-(4-piperidinyl)acetyl]-4-piperidinyl]anilino]piperidine-2,6-dione